nitrophenyl-1-ethanol [N+](=O)([O-])C(C)(O)C1=CC=CC=C1